CCCCC1=C(C=C(O)C=C1)O 4-4-n-butylresorcinol